S(=O)(=O)(O)OOS(=O)(=O)[O-].[K+] potassium hydrogen monoperoxydisulfate